OC(C)C1CCN(CC1)C(=O)N1CCC(CC1)=C(C#N)C1=CC=C(C=C1)OC(F)(F)F 2-(1-(4-(1-hydroxyethyl)piperidine-1-carbonyl)piperidin-4-ylidene)-2-(4-(tri-fluoromethoxy)phenyl)acetonitrile